methyl 1-((3,3-difluoro-1-methylcyclobutyl)methyl)-3-(2,2-difluorocyclopropyl)-4-iodo-1H-pyrazole-5-carboxylate FC1(CC(C1)(C)CN1N=C(C(=C1C(=O)OC)I)C1C(C1)(F)F)F